COCCN1N=CC(=C1)C1=CN2C(S1)=C(C=N2)C(=O)NC=2C(=NC=C(C2)NC(C[C@@H]2CNCC2)=O)C (R)-2-(1-(2-methoxyethyl)-1H-pyrazol-4-yl)-N-(2-methyl-5-(2-(pyrrolidin-3-yl)acetamido)pyridin-3-yl)pyrazolo[5,1-b]thiazole-7-carboxamide